2,3,4,5,6-pentamethoxybenzoyl chloride COC1=C(C(=O)Cl)C(=C(C(=C1OC)OC)OC)OC